2-(4-n-hexylphenyl)Quinoline C(CCCCC)C1=CC=C(C=C1)C1=NC2=CC=CC=C2C=C1